N-(3-ethoxy-4-hydroxybenzyl)-1-(furan-2-yl)methanimine oxide C(C)OC=1C=C(C[N+](=CC=2OC=CC2)[O-])C=CC1O